5-(Tert-butyl)-N-(2-nitrophenyl)-[1,1'-biphenyl]-2-amine C(C)(C)(C)C1=CC=C(C(=C1)C1=CC=CC=C1)NC1=C(C=CC=C1)[N+](=O)[O-]